5-(2-fluorobenzyl)-N-(4-(5-(3-methoxypropoxy)-2-(trifluoromethyl)phenyl)pyridin-2-yl)-4H-1,2,4-triazole-3-carboxamide FC1=C(CC=2NC(=NN2)C(=O)NC2=NC=CC(=C2)C2=C(C=CC(=C2)OCCCOC)C(F)(F)F)C=CC=C1